3,4-Dimethyl-1,14-dioxadispiro[4.1.57.25]tetradec-3-en-2-on CC=1C(OC2(C1C)CC1(CCCCC1)CO2)=O